4-(2,6-dichlorophenyl)-2-(3-thienylmethyl)imidazole ClC1=C(C(=CC=C1)Cl)C=1N=C(NC1)CC1=CSC=C1